C1(CCC1)CNCC1=C2C(=NC(=C1)C(=O)NC1=CC(=CC=C1)C1(CC(C1)C)C1=NN=CN1C)C=CN2 7-(((cyclobutylmethyl)amino)methyl)-N-(3-((1s,3s)-3-methyl-1-(4-methyl-4H-1,2,4-triazol-3-yl)cyclobutyl)phenyl)-1H-pyrrolo[3,2-b]pyridine-5-carboxamide